NC1=CC=C(C=C1)NS(=O)(=O)C1=CC=CC=C1 N-(4-aminophenyl)benzenesulfonamide